NC1=NN=C(O1)C1=CC(=C(C(=O)OC)C=C1)C#CCN methyl 4-(5-amino-1,3,4-oxadiazol-2-yl)-2-(3-aminoprop-1-yn-1-yl)benzoate